CC1=C(C(N(C2=NC=CN=C21)CC2=NC=CC=C2C(F)(F)F)=O)C2CCN(CC2)C(=O)OC(C)(C)C tert-butyl 4-(8-methyl-6-oxo-5-((3-(trifluoromethyl)pyridin-2-yl)methyl)-5,6-dihydropyrido[2,3-b]pyrazin-7-yl)piperidine-1-carboxylate